O.NCC(=O)O.C(#N)C=1C(=NC(=C(C1CC)C#N)N(C)C)S[C@@H](C(=O)NP(O)(O)=O)C1=CC=C(C=C1)OS(=O)(=O)C (R)-(2-((3,5-dicyano-6-(dimethylamino)-4-ethylpyridin-2-yl)thio)-2-(4-((methylsulfonyl)oxy)phenyl)acetyl)phosphoramidic acid glycine salt monohydrate